S1C=CC=2C1=NC=C(C2)C(=O)O thieno[2,3-b]pyridine-5-carboxylic acid